(1,5-cyclooctadiene) rhodium tetrafluoroborate F[B-](F)(F)F.[Rh+3].C1=CCCC=CCC1.F[B-](F)(F)F.F[B-](F)(F)F